1-bromo-2-fluoro-4,5-dimethylbenzene BrC1=C(C=C(C(=C1)C)C)F